C(#N)C=1C=C(C=NC1C)[C@H]1N(OCC1)C(=O)C1CCN(CC1)C1=NC=CC(=N1)C(=O)N 2-[4-[(3S)-3-(5-cyano-6-methyl-3-pyridinyl)isoxazolidine-2-carbonyl]-1-piperidinyl]pyrimidine-4-carboxamide